4-chloro-5-(cyclopropylmethyl)-7H-pyrrolo[2,3-d]pyrimidine ClC=1C2=C(N=CN1)NC=C2CC2CC2